BrC=1C=C(/C=C/C=2SC3=C(N2)C=C(C(=C3)N(C(OC(C)(C)C)=O)CC)C)C=CC1OCOC (E)-tert-butyl (2-(3-bromo-4-(methoxymethoxy)styryl)-5-methylbenzo[d]thiazol-6-yl)(ethyl)carbamate